S1C(=NC2=C1C=CC=C2)NC2=C(C1=C(N=N2)N(CCC1)C=1SC(=C(N1)C(=O)O)CCCOC1=C(C=C(C=C1)C#CCNCCCO)F)C [3-(1,3-benzothiazol-2-ylamino)-4-methyl-6,7-dihydro-5H-pyrido[2,3-c]pyridazin-8-yl]-5-[3-[2-fluoro-4-[3-(3-hydroxypropylamino)prop-1-ynyl]phenoxy]propyl]thiazole-4-carboxylic acid